2,2-dioctyldecanoic acid C(CCCCCCC)C(C(=O)O)(CCCCCCCC)CCCCCCCC